CC1=NC2=CC=CC=C2C(N1)=O 2-methyl-4(3H)-quinazolinone